tert-Butyl 4-Acetyl-2-azabicyclo[2.1.1]hexane-2-carboxylate C(C)(=O)C12CN(C(C1)C2)C(=O)OC(C)(C)C